NC1=NC(=NC(=C1C(=O)O)Cl)C1=CC=C(C=C1)C(C)(C)C 4-amino-2-(4-tert-butylphenyl)-6-chloro-pyrimidine-5-carboxylic acid